2-(4-(2-(dimethylamino)ethyl)piperazin-1-yl)-6-(3,5-dimethylisoxazol-4-yl)-N-((4-methylthiophen-2-yl)methyl)quinazolin-4-amine CN(CCN1CCN(CC1)C1=NC2=CC=C(C=C2C(=N1)NCC=1SC=C(C1)C)C=1C(=NOC1C)C)C